4,5-dimethylpyridazine CC1=CN=NC=C1C